2-(1-methyl-1H-pyrazol-4-yl)-N-(7-methyl-6-((S)-spiro[2.2]pentan-1-yl)isoquinolin-3-yl)cyclopropane-1-carboxamide CN1N=CC(=C1)C1C(C1)C(=O)NC=1N=CC2=CC(=C(C=C2C1)[C@H]1CC12CC2)C